OC1(CC(C1)C)[C@H](S[C@@H]1O[C@@H]([C@@H]([C@@H]([C@H]1O)N1N=NC(=C1)C1=CC(=C(C(=C1)F)F)F)O)CO)C1=C(C=CC=C1)C (2S,3R,4S,5R,6R)-2-(((1R)-(1-Hydroxy-3-methylcyclobutyl)(o-tolyl)methyl)thio)-6-(hydroxymethyl)-4-(4-(3,4,5-trifluorophenyl)-1H-1,2,3-triazol-1-yl)tetrahydro-2H-pyran-3,5-diol